N1=C(C=CC(=C1)CNC=1C=C(C(=O)N[C@@H]2[C@H](CCCC2)O)C=CC1C)C1=NC=CC=C1 3-{[([2,2'-bipyridyl]-5-yl)methyl]amino}-N-[(1S,2S)-2-hydroxycyclohexyl]-4-methylbenzamide